(6-methoxy-2-(2-(methoxymethyl)-7-methylquinoxalin-5-yl)-5-methylbenzo[d]thiazol-4-yl)methanol COC1=CC2=C(N=C(S2)C2=C3N=CC(=NC3=CC(=C2)C)COC)C(=C1C)CO